tert-butyl 2-(methylcarbamoyl)-1,4-oxazepane-4-carboxylate CNC(=O)C1OCCCN(C1)C(=O)OC(C)(C)C